C(C)(C)(C)OC(NCC(S(=O)(=O)C)C1CNC1)=O 2-(azetidin-3-yl)-2-(methylsulfonyl)ethyl-carbamic acid tert-butyl ester